ClC1=C(C(=CC(=C1)C1=NN=C2N1CCN=C2)F)C2=C(C=CC=C2O)F 3-(2-chloro-2',6-difluoro-6'-hydroxy-[1,1'-biphenyl]-4-yl)-5,6-dihydro-[1,2,4]triazolo[4,3-a]pyrazin